C1=C(C=CC2=CC=CC=C12)C1=CC=C(C=C1)N1C2=CC=C(C=C2C=2C=C(C=CC12)C=1C=NC2=CC=CC=C2C1)C=1C=NC2=CC=CC=C2C1 9-(4-naphthalen-2-yl-phenyl)-3,6-di-quinolin-3-yl-9H-carbazole